benzylidene-3,4-Dihydronaphthalen-1(2H)-one C(C1=CC=CC=C1)=C1C(C2=CC=CC=C2CC1)=O